ClC1=NC2=C(N1C)C=C(C=C2)C(F)(F)F 2-chloro-1-methyl-6-(trifluoromethyl)-1H-benzo[d]imidazol